NCCN/1C(N2C(C3=CC(=C(C=C3CC2)OC)OC)=C\C1=N/C1=C(C=C(C=C1C)C)C)=O (E)-3-(2-aminoethyl)-2-(mesitylimino)-9,10-dimethoxy-2,3,6,7-tetrahydro-4H-pyrimido[6,1-a]isoquinolin-4-one